CN[C@H](CCC(=O)[O-])C(=O)[O-] D-N-methylglutamate